FC=1C=C2C=NC(=NN2C1C(C)C)N[C@H]1[C@@H](CN(CC1)S(=O)(=O)C)O (3R,4R)-4-((6-fluoro-7-isopropylpyrrolo[2,1-f][1,2,4]triazin-2-yl)amino)-1-(methylsulfonyl)piperidin-3-ol